5-nitro-m-phenylenebis(N-dimethylaminoethyl-formamide) [N+](=O)([O-])C=1C=C(C=C(C1)N(C=O)CCN(C)C)N(C=O)CCN(C)C